(1R,3S)-3-(3-((6-cyano-2-methylpyridin-3-yl)amino)-1H-pyrazol-5-yl)cyclopentyl-carbamic acid tert-butyl ester C(C)(C)(C)OC(N[C@H]1C[C@H](CC1)C1=CC(=NN1)NC=1C(=NC(=CC1)C#N)C)=O